NC1=CC(=NO1)C1CN(CC1)C(=O)C1=CC=CC=C1 (3-(5-aminoisoxazol-3-yl)pyrrolidin-1-yl)(phenyl)methanone